N1(CCC1)C(CN1C(NC2=NC=C(C=C21)C2=C(C=C(C=C2)F)C)=O)=O 1-[2-(Azetidin-1-yl)-2-oxo-ethyl]-6-(4-fluoro-2-methyl-phenyl)-3H-imidazo[4,5-b]pyridin-2-one